4-(2,4-Difluorophenoxy)-5-(7-methoxy-1-methyl-1H-pyrrolo[2,3-c]pyridin-3-yl)-2-methylaniline FC1=C(OC2=CC(=C(N)C=C2C2=CN(C3=C(N=CC=C32)OC)C)C)C=CC(=C1)F